ClC1=NC2=CC=C(C=C2C=C1C(=O)OC)F methyl 2-chloro-6-fluoroquinoline-3-carboxylate